3-(fluoromethyl)-5-(furan-2-yl)-1-methyl-1H-pyrazole FCC1=NN(C(=C1)C=1OC=CC1)C